OC1=CC=C(C=C1)C(CCC(C1=CC=C(C=C1)O)C1=CC=C(C=C1)O)C1=CC=C(C=C1)O 1,1,4,4-tetrakis(4-hydroxyphenyl)butane